FC=1C=CC=2C=C3N(C2C1)C(=NN(C3=O)CC(=O)OC)C3=CC=CC=C3 methyl 2-(7-fluoro-1-oxo-4-phenyl-[1,2,4]triazino[4,5-a]indol-2-yl)acetate